FC=1C=C2C(=CC=NC2=CC1)C1CCC2(CC(C2)C(=O)O)CC1 (-)-7-(6-fluoroquinoline-4-yl)spiro[3.5]nonane-2-carboxylic acid